ClC1=C(C=C(C(=C1)Cl)N1N=C(N(C1=O)C(F)F)CCl)NS(=O)(=O)C N-[2,4-Dichloro-5-[3-(chloromethyl)-4-(difluoromethyl)-4,5-dihydro-5-oxo-1H-1,2,4-triazol-1-yl]phenyl]-methanesulfonamide